ClC=1N=C2C(=C(C(N(C2=CC1)C)=O)C#N)N1CCN(CC1)CC1=CC(=C(C=C1)F)O 6-chloro-4-{4-[(4-fluoro-3-hydroxyphenyl)methyl]piperazin-1-yl}-1-methyl-2-oxo-1,2-dihydro-1,5-naphthyridine-3-carbonitrile